Cl.Cl.NCC1=CC(=C(C(=N)N)C(=C1)F)F 4-(aminomethyl)-2,6-difluorobenzamidine dihydrochloride